5-((3,5-difluorobenzyl)amino)-1-(tetrahydro-2H-pyran-2-yl)-1H-indazole FC=1C=C(CNC=2C=C3C=NN(C3=CC2)C2OCCCC2)C=C(C1)F